C(C)(C)C=1C=NN2C1N=C(C=C2NCC2=CC(=C(C=C2)C2=NC=CC=C2)C)NC[C@@H]2[C@H](CNCC2)O (3R,4R)-4-(((3-isopropyl-7-((3-methyl-4-(pyridin-2-yl)benzyl)amino)pyrazolo[1,5-a]pyrimidin-5-yl)amino)methyl)piperidin-3-ol